[Na+].NCCC(C(=O)[O-])CN (2-aminoethyl)-3-aminopropanoic acid, sodium salt